ClC1=C(C(=NN1CC)C(F)F)C=CCS(=O)(=O)C1=NOC(C1)(C)C 3-((3-(5-chloro-3-(difluoromethyl)-1-ethyl-1H-pyrazol-4-yl)allyl)sulfonyl)-5,5-dimethyl-4,5-dihydroisoxazole